N[C@H](C(=O)N)[C@@H](C)O[Si](C)(C)C(C)(C)C (2S,3R)-2-Amino-3-((Tert-Butyldimethylsilyl)Oxy)Butanamide